3-[4-amino-3-[[4-(methylsulfonimidoyl)benzoyl]amino]phenyl]benzamide NC1=C(C=C(C=C1)C=1C=C(C(=O)N)C=CC1)NC(C1=CC=C(C=C1)S(=O)(=N)C)=O